Tert-butyl (2R,3R)-3-hydroxy-2-methylpyrrolidine-1-carboxylate O[C@H]1[C@H](N(CC1)C(=O)OC(C)(C)C)C